4-octyldodecyl 6-oxotridecanoate O=C(CCCCC(=O)OCCCC(CCCCCCCC)CCCCCCCC)CCCCCCC